CN1CCC(CC1)C(=O)OCCOCCOCCOCCOCCN(CCCCCCCC)C(C(COCCCCCCOC(=O)OC(CCCCCCCC)CCCCCC)OCCCCCCOC(=O)OC(CCCCCCCC)CCCCCC)=O 2-[2-[2-[2-[2-[2,3-bis[6-(1-hexylnonoxycarbonyloxy)hexoxy]propanoyl-octyl-amino]ethoxy]ethoxy]ethoxy]ethoxy]ethyl 1-methylpiperidine-4-carboxylate